2-methoxyethyncarbamate COC#CNC(=O)[O-]